8-[(4R)-7-chloro-10-[3-(4-chloro-3,5-dimethyl-phenoxy)propyl]-6-(4,6-dimethylpyrimidin-5-yl)-4-methyl-1-oxo-3,4-dihydropyrazino[1,2-a]indol-2-yl]quinoline-3-carboxylic acid ClC=1C=CC=2C(=C3N(C2C1C=1C(=NC=NC1C)C)[C@@H](CN(C3=O)C=3C=CC=C1C=C(C=NC31)C(=O)O)C)CCCOC3=CC(=C(C(=C3)C)Cl)C